BrC1=CC(=C(C(=O)O)C=C1)OC1=C(C=CC=C1)Br 4-bromo-2-(2-bromophenoxy)benzoic acid